cis-2-[cyclopropyl-(difluoro)methyl]-7-fluoro-5-phenyl-6,7-dihydro-5H-pyrrolo[1,2-b][1,2,4]triazole C1(CC1)C(C=1N=C2N(N1)[C@@H](C[C@@H]2F)C2=CC=CC=C2)(F)F